2,6-dichloro-4-methoxy-3-nitro-pyridine ClC1=NC(=CC(=C1[N+](=O)[O-])OC)Cl